N1(CCC2=CC=CC=C12)C(C)=O (indolin-1-yl)ethan-1-one